N1=C(C=CC=2CCCNC12)CCCCC(=O)N 5-(5,6,7,8-tetrahydro-1,8-naphthyridin-2-yl)-pentanamide